[Na+].C(=O)([O-])CN(CC(=O)O)CC(O[Bi]=O)=O N-(carboxymethyl)-N-[2-oxo-2-{(oxobismuthino)oxy}ethyl]glycine monosodium salt